(Trans-4-(5-(3-(azetidin-1-ylsulfonyl)pyridin-4-yl)thiazol-2-yl)cyclohexyl)carbamic acid isopropyl ester C(C)(C)OC(N[C@@H]1CC[C@H](CC1)C=1SC(=CN1)C1=C(C=NC=C1)S(=O)(=O)N1CCC1)=O